BrC1=CC2=CN(N=C2C=C1OCC)C 5-bromo-6-ethoxy-2-methyl-indazole